[IH2+].CN1CC=CC=C1 1-methyl-pyridine iodonium salt